P(=O)(OCC(C(O)(C)C)CCCCCCCCCCCCCC)([O-])[O-] 2-tetradecyldimethylhydroxypropyl phosphate